FC(C1=CC=C(OC2=NC=CN=C2)C=C1)(F)F 4-(trifluoromethyl)phenoxypyrazine